COC1=CC=C(CN2C=NC=3C2=NC(=CC3N3CCOCC3)N3N=C(CCC3)C=3C=C(C=CC3)C)C=C1 4-(3-(4-methoxybenzyl)-5-(3-(m-tolyl)-5,6-dihydropyridazin-1(4H)-yl)-3H-imidazo[4,5-b]pyridin-7-yl)morpholine